N-Carboxyvinyl-β-alanin C(=O)(O)C=CNCCC(=O)O